magnesium 6-methyl-5,8-dioxo-2,3,5,6,7,8-hexahydrobenzo[b][1,4]dioxine-6-sulfonate CC1(C(C2=C(OCCO2)C(C1)=O)=O)S(=O)(=O)[O-].[Mg+2].CC1(C(C2=C(OCCO2)C(C1)=O)=O)S(=O)(=O)[O-]